1-(3-phenylprop-2-yn-1-yl)-4-(5-(trifluoromethyl)-1,2,4-oxadiazol-3-yl)pyridin-2(1H)-one C1(=CC=CC=C1)C#CCN1C(C=C(C=C1)C1=NOC(=N1)C(F)(F)F)=O